ClC1=CC(=C(C=C1)NC(OC(C)(C)C)=O)C(N[C@H](C(C(=O)NC)=O)C[C@H]1C(NCC1)=O)=O tert-butyl N-[4-chloro-2-[[(1S)-3-(methylamino)-2,3-dioxo-1-[[(3S)-2-oxopyrrolidin-3-yl]methyl]propyl]carbamoyl] phenyl]carbamate